FC1([C@@H](C1)C(=O)N1C[C@@H](CCC1)NC1=C2C(=NC=C1C(=O)OCCC)NC=C2)F propyl 4-(((R)-1-((S)-2,2-difluorocyclopropane-1-carbonyl)piperidin-3-yl)amino)-1H-pyrrolo[2,3-b]pyridine-5-carboxylate